1-(4-(4-AMINO-7-CYCLOPROPYL-7H-PYRROLO[2,3-D]PYRIMIDIN-5-YL)-2-FLUOROPHENYL)-3-(3-(2-CYANOPROPAN-2-YL)ISOXAZOL-5-YL)UREA NC=1C2=C(N=CN1)N(C=C2C2=CC(=C(C=C2)NC(=O)NC2=CC(=NO2)C(C)(C)C#N)F)C2CC2